FC1=C(C=C(C=C1)F)[C@@H]1N(C[C@H](C1)F)C1=NC=2N(C=C1)N=CC2C(=O)NC2=CC=C(C=C2)N2CCNCC2 5-((2R,4S)-2-(2,5-difluorophenyl)-4-fluoropyrrolidin-1-yl)-N-(4-(piperazin-1-yl)phenyl)pyrazolo[1,5-a]pyrimidine-3-carboxamide